NC1=NN2C(N=C(C=C2)C=2C=C3CN(C(C3=C(C2)C)=O)[C@@H](C)C2CC2)=C1C(=O)NC[C@@H]1C[C@H](C1)O 2-amino-5-{2-[(1S)-1-cyclopropylethyl]-7-methyl-1-oxo-2,3-dihydro-1H-isoindol-5-yl}-N-{[trans-3-hydroxycyclobutyl]methyl}pyrazolo[1,5-a]pyrimidine-3-carboxamide